((S)-4-(1-(4-((1R,2S)-6-hydroxy-2-phenyl-1,2,3,4-tetrahydronaphthalen-1-yl)phenyl)piperidin-4-yl)-3-methylpiperazin-1-ylmethyl)cyclohexane-1-carbaldehyde OC=1C=C2CC[C@@H]([C@@H](C2=CC1)C1=CC=C(C=C1)N1CCC(CC1)N1[C@H](CN(CC1)CC1(CCCCC1)C=O)C)C1=CC=CC=C1